6-(2-(Hydroxymethyl)morpholino)pyridin OCC1OCCN(C1)C1=CC=CC=N1